[Al].O.[Al] aluminum water aluminium